COC1=CC=C(CN(C2=CC=C(C(=N2)C)C(F)(F)F)CC2=CC=C(C=C2)OC)C=C1 6-(bis(4-methoxybenzyl)amino)-2-methyl-3-(trifluoromethyl)pyridine